ClC1=C(C=CC=C1F)CC(=O)NC1=CC(=NC=C1)N(C(C)=O)C1=CC(=CC(=C1)OC)F N-{4-[2-(2-chloro-3-fluorophenyl)acetylamino]pyridin-2-yl}-N-(3-fluoro-5-methoxyphenyl)acetamide